2-(3-pyrazolyl)ethylamine N1N=C(C=C1)CCN